2,5-diisopropyl methyl cinnamate CC(C)C1=CC(=C(C=C1)C(C)C)/C=C/C(=O)OC